C[Si](CCOCOC1=CC=C(C=C1)NC(=O)C1=CNC=C1)(C)C N-(4-{[2-(trimethylsilyl)ethoxy]methoxy}phenyl)-1H-pyrrole-3-carboxamide